2-(2,6-Dioxopiperidin-3-yl)-5-((3-hydroxycyclobutyl)amino)isoindoline-1,3-dione O=C1NC(CCC1N1C(C2=CC=C(C=C2C1=O)NC1CC(C1)O)=O)=O